calcium monophosphate P(=O)([O-])([O-])O.[Ca+2]